[2H]C1(C2=CC=CC=C2C(C=2C=CC=CC12)[2H])C 9,10-dideutero-9-methyl-9,10-dihydro-anthracene